3-Fluoro-N-(4-hydroxybicyclo[2.2.2]octan-1-yl)-4-(1H-pyrrolo[3,2-c]pyridin-4-yl)benzamide FC=1C=C(C(=O)NC23CCC(CC2)(CC3)O)C=CC1C1=NC=CC3=C1C=CN3